5-(((4'-fluoro-[1,1'-biphenyl]-4-yl)methyl)amino)-2-hydroxybenzoic acid FC1=CC=C(C=C1)C1=CC=C(C=C1)CNC=1C=CC(=C(C(=O)O)C1)O